tris-(2,2,2-trifluoroethyl) phosphate P(=O)(OCC(F)(F)F)(OCC(F)(F)F)OCC(F)(F)F